C(C)S(=O)(=O)OC[C@@H]1CN(CCC1)C(=O)OC(C)(C)C tert-butyl (S)-3-(((ethylsulfonyl)oxy)methyl)piperidine-1-carboxylate